C(C)(C)(C)OC(=O)N1CC(=CCC1)C=1N(C2=C(C=C(C=C2C1)C(=O)O)C=1C(=NC(=CC1)CC)C)CC(C)C 2-(1-(Tert-butoxycarbonyl)-1,2,5,6-tetrahydropyridin-3-yl)-7-(6-ethyl-2-methylpyridin-3-yl)-1-isobutyl-1H-indole-5-carboxylic acid